BrC1=CC=C(CN(C=O)OC2OCCCC2)C=C1 N-(4-bromobenzyl)-N-(tetrahydro-2H-pyran-2-yloxy)formamide